C(#N)C1(CC1)NS(=O)(=O)C=1C=C(C=2N(C1)C(=CN2)C(=O)N2CCOCC2)N2CCN(CC2)C(=O)N(C)C 4-(6-(N-(1-cyanocyclopropyl)sulfamoyl)-3-(morpholine-4-carbonyl)imidazo[1,2-a]pyridin-8-yl)-N,N-dimethylpiperazine-1-carboxamide